3-(3-phenylpropyl)-5-[(2S,4R)-4-hydroxy-1-(6-carbamoyl-2-naphthyl)-pyrrolidin-2-yl]-1,2,4-oxadiazole C1(=CC=CC=C1)CCCC1=NOC(=N1)[C@H]1N(C[C@@H](C1)O)C1=CC2=CC=C(C=C2C=C1)C(N)=O